C1(CCCCC1)CN1C(CN(CC1)C(=O)[O-])C(F)F 4-(cyclohexylmethyl)-3-(difluoromethyl)piperazine-1-carboxylate